2-((1-(1-(2,4-bis(trifluoromethyl)phenyl)ethyl)-3-methyl-1H-pyrazol-4-yl)ethynyl)-5-(pyridin-2-yl)-1,3,4-thiadiazole FC(C1=C(C=CC(=C1)C(F)(F)F)C(C)N1N=C(C(=C1)C#CC=1SC(=NN1)C1=NC=CC=C1)C)(F)F